BrC1=CC2=C(NC(=N2)\C=C\C2=CC=CC=C2)C=C1Br (E)-5,6-dibromo-2-styryl-1H-benzimidazole